O[C@@H]1C[C@H](N(C1)C([C@H](C(C)(C)C)NC(CCC(=O)N1CCNCC1)=O)=O)C(NCC1=CC=C(C=C1)C1=C(N=CS1)C)=O 4-(4-(((S)-1-((2S,4R)-4-hydroxy-2-((4-(4-methylthiazol-5-yl)benzyl)carbamoyl)pyrrolidin-1-yl)-3,3-dimethyl-1-oxobutan-2-yl)amino)-4-oxobutanoyl)piperazin